4,5-di(naphthalen-2-yl)phthalonitrile C1=C(C=CC2=CC=CC=C12)C=1C=C(C(C#N)=CC1C1=CC2=CC=CC=C2C=C1)C#N